C(C1=CC=CC=C1)N1CC2(CNC2)C(C1)C(=O)OCC ethyl 6-benzyl-2,6-diazaspiro[3.4]octane-8-carboxylate